2-fluoro-3-hydroxy-3-methylbutyl-4-(oxetan-3-ylamino)-6-(thiazol-5-yl)quinoline-3-carboxamide FC(CC1=NC2=CC=C(C=C2C(=C1C(=O)N)NC1COC1)C1=CN=CS1)C(C)(C)O